CC1OCCC(C1)N 2-methyl-oxacyclohexane-4-amine